C(C)N(CC)CC1=CC=C(CNC2=C3C(N(C(=NC3=CC=C2)C)C2C(NC(CC2)=O)=O)=O)C=C1 3-(5-((4-((diethylamino)methyl)benzyl)amino)-2-methyl-4-oxoquinazolin-3(4H)-yl)piperidine-2,6-dione